1-(3-chlorophenylethynyl)-2-(vinyloxy)benzene tert-Butyl-(4-(2,6-dioxopiperidin-3-yl)pyridin-2-yl)carbamate C(C)(C)(C)N(C(O)=O)C1=NC=CC(=C1)C1C(NC(CC1)=O)=O.ClC=1C=C(C=CC1)C#CC1=C(C=CC=C1)OC=C